hydroxypropyl methacrylate lithium [Li].C(C(=C)C)(=O)OCCCO